1-Ethyl-1-Methylpyrrolidinium fluorid benzyl-3-(((tert-butoxycarbonyl)amino)methyl)cyclobutane-1-carboxylate C(C1=CC=CC=C1)OC(=O)C1CC(C1)CNC(=O)OC(C)(C)C.[F-].C(C)[N+]1(CCCC1)C